FC1=CC2=C(N(C(=N2)N2C[C@H]([C@@H](CC2)F)N)CC2=NC=C(C=N2)F)C(=C1)F (3R,4R)-1-(5,7-Difluoro-1-((5-fluoropyrimidin-2-yl)methyl)-1H-benzo[d]imidazol-2-yl)-4-fluoropiperidin-3-amin